2-((S)-4-((R)-7-(3,4-Dihydroquinolin-1(2H)-yl)-2-(((S)-1-ethylpyrrolidin-2-yl)methoxy)-5,6,7,8-tetrahydroquinazolin-4-yl)-1-(2-fluoroacryloyl)piperazin-2-yl)acetonitrile N1(CCCC2=CC=CC=C12)[C@@H]1CCC=2C(=NC(=NC2C1)OC[C@H]1N(CCC1)CC)N1C[C@@H](N(CC1)C(C(=C)F)=O)CC#N